NC(=O)C1=CC=CC2=CN(N=C12)C1=CC=C(C[NH+]2CC(CC2)C=2C=[NH+]C=CC2)C=C1 3-(1-{4-[7-(aminocarbonyl)-2H-indazole-2-yl]benzyl}pyrrolidinium-3-yl)pyridinium